N=1N=NN2NC(C=NC21)=O tetrazolo[1,5-b][1,2,4]triazin-6-one